C(CC)[Sn](N(C)C)(N(C)C)N(C)C propyl-tris(dimethylamino)tin